O1CCCC12CN(CC2)S(=O)(=O)C=2C=CC(=C(C2)C2=CN=C1C(=NC=NN12)N)C 7-(5-((1-Oxa-7-azaspiro[4.4]nonan-7-yl)sulfonyl)-2-methylphenyl)imidazo[2,1-f][1,2,4]triazin-4-amine